C(C1=CC=CC=C1)OC(=O)C=1C=NC(=CC1C1=CC(=NC=C1OC)C(F)F)N1CCNC2(CC2)C1=O 2'-(difluoromethyl)-5'-methoxy-6-(8-oxo-4,7-diazaspiro[2.5]octane-7-yl)-[4,4'-bipyridine]-3-carboxylic acid benzyl ester